COC1=CC=C(CSC2=NN(C=3C2=NC=CC3)C(=O)OC(C)(C)C)C=C1 tert-butyl 3-((4-methoxybenzyl) thio)-1H-pyrazolo[4,3-b]pyridine-1-carboxylate